ClC=1C=CC(=C(C1)C=1C(=CC(=CC1)C(N[C@H](CCC)C1=CC=CC=C1)=O)C(=O)O)C1=NC2=C(N1)C=CC(=C2)C2CC2 5'-chloro-2'-(5-cyclopropyl-1H-1,3-benzodiazol-2-yl)-4-{[(1R)-1-phenylbutyl]carbamoyl}-[1,1'-biphenyl]-2-carboxylic acid